CC(C)(C)OC(=O)N1CCC(CC1)OC1=C(C=C(C=C1)NC(C)=O)C=1C=C(C=2N(C1)C(=NN2)C)NC 4-[4-(acetylamino)-2-[3-methyl-8-(methylamino)-1,2,4-triazolo[4,3-a]pyridin-6-yl]phenoxy]-1-piperidinecarboxylic acid 1,1-dimethylethyl ester